C1(=CC=CC=C1)[BH-](C1=CC=CC=C1)C1=CC=CC=C1.C1(=CC=CC=C1)[BH-](C1=CC=CC=C1)C1=CC=CC=C1.C1(=CC=CC=C1)[BH-](C1=CC=CC=C1)C1=CC=CC=C1.[Co+3] cobalt (III) tris(triphenylborate)